(1S,3aR,6aS)-2-(9-hydroxy-9H-fluorene-9-carbonyl)octahydrocyclopenta[c]pyrrole-1-carboxylate OC1(C2=CC=CC=C2C=2C=CC=CC12)C(=O)N1[C@@H]([C@@H]2[C@H](C1)CCC2)C(=O)[O-]